(4R)-5-amino-4-((2S)-2-((2R)-2-(((3R,4R,5S,6R)-2,5-dihydroxy-6-(hydroxymethyl)-3-(((pentyloxy)carbonyl)amino)tetrahydro-2H-pyran-4-yl)oxy)propanamido)propanamido)-5-oxopentanoic acid NC([C@@H](CCC(=O)O)NC([C@H](C)NC([C@@H](C)O[C@@H]1[C@H](C(O[C@@H]([C@H]1O)CO)O)NC(=O)OCCCCC)=O)=O)=O